dimethyl-4,6-dihydropyrrolo[1,2-b]pyrazol CC1=C2N(N=C1C)CCC2